COC1=C(C=C2C(=NC=NC2=C1)NC1=C(C=CC(=C1)C1=CN=CS1)OC)OC1CN(CC1)C(C=C)=O 1-(3-((7-methoxy-4-((2-methoxy-5-(thiazol-5-yl)phenyl)amino)quinazolin-6-yl)oxy)pyrrolidin-1-yl)prop-2-en-1-one